tetra-aminosilicon N[Si](N)(N)N